2-chloro-N-t-butylaminoethylamine hydrochloride Cl.ClCCNNC(C)(C)C